CN1C(C=2N(CC1)C1=C(C2)C(=CC=N1)C=1C=NC=C(C1)C1=CC=C(C=C1)C(=O)N1CCCCC1)=O 7-methyl-4-(5-(4-(piperidine-1-carbonyl)phenyl)pyridin-3-yl)-8,9-dihydropyrido[3',2':4,5]pyrrolo[1,2-a]pyrazin-6(7H)-one